BrC=1N=C(N(N1)C1OCCCC1)C(CC(C1=C(C(=CC(=C1)F)F)F)O[Si](C)(C)C(C)(C)C)O 1-(5-bromo-2-tetrahydropyran-2-yl-1,2,4-triazol-3-yl)-3-[tert-butyl-(dimethyl)silyl]oxy-3-(2,3,5-trifluorophenyl)propan-1-ol